r-3-amino-4-(2,4,5-trifluorophenyl)-butyric acid methyl ester COC(C[C@@H](CC1=C(C=C(C(=C1)F)F)F)N)=O